ClC=1SC=C(N1)C=1N=NN(C1)[C@@H]1[C@H]([C@@H](SC=2C(=NC=C(C2)Cl)C#N)O[C@@H]([C@@H]1O)CO)O 5-chloro-2-cyanopyridin-3-yl 3-[4-(2-chlorothiazol-4-yl)-1H-1,2,3-triazol-1-yl]-3-deoxy-1-thio-alpha-D-galactopyranoside